N1(CCNCC1)C=1C=CC=C(C(=O)N)C1 5-(piperazin-1-yl)benzamide